3-(4-((1S,4S)-2,5-diazabicyclo[2.2.2]octan-2-yl)-6,8-difluoro-2-(((2R,7aS)-2-fluorotetrahydro-1H-pyrrolizin-7a(5H)-yl)methoxy)quinazolin-7-yl)-4-cyclopropylaniline [C@@H]12N(C[C@@H](NC1)CC2)C2=NC(=NC1=C(C(=C(C=C21)F)C=2C=C(N)C=CC2C2CC2)F)OC[C@]21CCCN1C[C@@H](C2)F